CC1=CC=CC(=N1)C=1N=C2N(C1C1=CC(=NC=C1)C1=NC3=C(CNCC3)N1COCC[Si](C)(C)C)CCC2 2-(4-(2-(6-methylpyridin-2-yl)-6,7-dihydro-5H-pyrrolo[1,2-a]imidazol-3-yl)pyridin-2-yl)-3-((2-(trimethylsilyl)ethoxy)methyl)-4,5,6,7-tetrahydro-3H-imidazolo[4,5-c]pyridine